Cl.CNC1=CC=CC=C1 N-methyl-aniline hydrochloride